FC(C1=NN=C(O1)N1C(N(C2=C1C=C(C=C2)S(=O)(=O)NC2(CC2)C)CC)=O)F 3-[5-(difluoromethyl)-1,3,4-oxadiazol-2-yl]-1-ethyl-N-(1-methylcyclopropyl)-2-oxo-benzimidazole-5-sulfonamide